2,4-diazido-6-(4-pentafluorosulfanyl-1H-pyrazol-3-yl)-1,3,5-triazine N(=[N+]=[N-])C1=NC(=NC(=N1)N=[N+]=[N-])C1=NNC=C1S(F)(F)(F)(F)F